2-(1-(4-Methoxybenzyl)-5-oxopyrrolidin-3-yl)-2-methylazetidine-1-carboxylic acid tert-butyl ester C(C)(C)(C)OC(=O)N1C(CC1)(C)C1CN(C(C1)=O)CC1=CC=C(C=C1)OC